FC1(C[C@H](N(C1)C)CO)F [(2S)-4,4-difluoro-1-methylpyrrolidin-2-yl]methanol